OCCS(=O)(=O)NC1=CC(=C(C(=O)NC2=NC=3N(C=C2)N=CC3C(F)(F)F)C=C1)N1CCC3(CC3)CC1 4-((2-Hydroxyethyl)sulphonamido)-2-(6-azaspiro[2.5]oct-6-yl)-N-(3-(trifluoromethyl)pyrazolo[1,5-a]pyrimidin-5-yl)benzamide